ClC1=NC(=NC=2N1N=CC2N(C(OCC2=CC=CC=C2)=O)C)C=2C=NC=C(C2)F benzyl N-[4-chloro-2-(5-fluoro-3-pyridyl)pyrazolo[1,5-a][1,3,5]triazin-8-yl]-N-methyl-carbamate